T-butyl (R)-6-oxo-3-(trifluoromethyl)-5,6,6a,7,9,10-hexahydro-8H-pyrazino[1,2-a]pyrido[3,2-e]pyrazin-8-carboxylate O=C1[C@@H]2N(C3=C(N1)C=C(C=N3)C(F)(F)F)CCN(C2)C(=O)OC(C)(C)C